C(N)(OC1(CC(C(C1)O)N1CC2=CC=CC=C2CC1)C(C)(C)C)=O (tert-butyl 3-(3,4-dihydroisoquinolin-2(1H)-yl)-4-hydroxycyclopentyl) carbamate